3-(2,6-difluoro-3,5-dimethoxyphenyl)-8-[2-(3-fluoroazetidin-1-yl)ethyl]-1-methyl-1,3,4,7-tetrahydro-2H-pyrrolo[3',2':5,6]pyrido[4,3-d]pyrimidin-2-one FC1=C(C(=C(C=C1OC)OC)F)N1C(N(C2=C(C1)C=NC1=C2C=C(N1)CCN1CC(C1)F)C)=O